ClC1=NN(C=C1C(=O)OCC)CC(F)(F)F ethyl 3-chloro-1-(2,2,2-trifluoroethyl)-1H-pyrazole-4-carboxylate